2-chloro-5-fluoro-N-(pentan-3-yl)pyrimidin-4-amine ClC1=NC=C(C(=N1)NC(CC)CC)F